FC1=CC=C(C=C1)/C=C/C(=O)N1C(C=2NC3=CC=CC=C3C2CC1)C (2E)-3-(4-fluorophenyl)-1-{1-methyl-1H,2H,3H,4H,9H-pyrido[3,4-b]indol-2-yl}prop-2-en-1-one